5-(pyrazolo[1,5-a]pyridin-6-yl)-1-((2-(trimethylsilyl)ethoxy)methyl)-1H-benzo[d]imidazole N1=CC=C2N1C=C(C=C2)C2=CC1=C(N(C=N1)COCC[Si](C)(C)C)C=C2